2-[4-[4-[2,3-Difluoro-4-(trifluoromethyl)phenyl]-3-fluorophenyl]cyclohex-3-en-1-yl]-5-propyl-1,3-dioxan FC1=C(C=CC(=C1F)C(F)(F)F)C1=C(C=C(C=C1)C1=CCC(CC1)C1OCC(CO1)CCC)F